(Icosanoyloxy)methyl 2-methyl-4-(4-methylpiperazin-1-yl)-5H-benzo[b]thieno[2,3-e][1,4]diazepine-5-carboxylate CC1=CC=2C(=NC3=C(N(C2N2CCN(CC2)C)C(=O)OCOC(CCCCCCCCCCCCCCCCCCC)=O)C=CC=C3)S1